dimercapto-3,6-dioxaoctane SC(COCCOCC)S